tert-Butyl 4-azidoazepane-1-carboxylate N(=[N+]=[N-])C1CCN(CCC1)C(=O)OC(C)(C)C